CC=1N=C2C(=CNC2=CC1)C=O 5-METHYL-4-AZAINDOLE-3-CARBALDEHYDE